(5-chloro-2-fluoro-[1,1'-biphenyl]-2-yl)boric acid ClC1=CCC(C(=C1)C1=CC=CC=C1)(F)OB(O)O